(rac)-7-chloro-1-(((S)-2,2-difluorocyclopropyl)methyl)-5-(2-methyl-2H-indazol-5-yl)-6-oxo-5,6-dihydro-1H-pyrrolo[3,2-b]pyridine-3-carbonitrile ClC1=C2C(=N[C@@H](C1=O)C1=CC3=CN(N=C3C=C1)C)C(=CN2C[C@H]2C(C2)(F)F)C#N |&1:5|